O=C1N(CCC(N1)=O)C1=NN(C2=CC(=CC=C12)C1C(CN(CC1)CC(=O)OC(C)(C)C)(F)F)C tert-butyl 2-(4-(3-(2,4-dioxotetrahydropyrimidin-1(2H)-yl)-1-methyl-1H-indazol-6-yl)-3,3-difluoropiperidin-1-yl)acetate